(±)-(4aR,13bS)-10-fluoro-4-methyl-1,2,3,4,4a,5,6,13b-octahydro-8H-[1,6]naphthyridino[5,6-b]quinazolin-8-one FC=1C=C2C(N3C(=NC2=CC1)[C@H]1CCCN([C@@H]1CC3)C)=O |r|